C1(CC1)OC(CN(C)C(C1=C(C=CC(=C1)F)[N+](=O)[O-])=O)=O N-(5-fluoro-2-nitrobenzoyl)-N-methylglycine cyclopropyl ester